O=C1NC(CCC1NC1=C(CN2CCC(CC2)N2CCN(CC2)C2=CC(=C(C=C2C)NC2=NC=C(C(=C2)NC2=C(C(=O)NC)C=CC=C2)C(F)(F)F)OC(C)C)C=CC=C1)=O 2-((2-((4-(4-(1-(2-((2,6-dioxopiperidin-3-yl)amino)benzyl)piperidin-4-yl)piperazin-1-yl)-2-isopropoxy-5-methylphenyl)amino)-5-(trifluoromethyl)pyridin-4-yl)amino)-N-methylbenzamide